phenyl (4-(1-(3-hydroxy-2,2-dimethylpropanoyl)piperidin-4-yl)phenyl)carbamate OCC(C(=O)N1CCC(CC1)C1=CC=C(C=C1)NC(OC1=CC=CC=C1)=O)(C)C